N1(CCC1)C=1C2=C(N=C(N1)CC)CN(C2)C(=O)[C@H]2CN(CC2)C2=CC(=NC=C2)Cl (R)-(4-(Azetidin-1-yl)-2-ethyl-5,7-dihydro-6H-pyrrolo[3,4-d]pyrimidin-6-yl)(1-(2-chloropyridin-4-yl)pyrrolidin-3-yl)methanone